OCC(=O)N1CCN(CC1)C1=NC=C(C=N1)C1=CC2=C(N=C3COC[C@@H](N32)C3=CC=CC=C3)C=C1 (S)-2-hydroxy-1-(4-(5-(4-phenyl-3,4-dihydro-1H-benzo[4,5]imidazo[2,1-c][1,4]oxazin-7-yl)pyrimidin-2-yl)piperazin-1-yl)ethanone